(((3-chloro-1-(5-(3-chloro-4-isopropyloxyphenyl)-1,2,4-oxadiazol-3-yl)-6-(trifluoromethyl)-1H-indol-5-yl)methyl)amino)propanoic acid tert-butyl ester C(C)(C)(C)OC(C(C)NCC=1C=C2C(=CN(C2=CC1C(F)(F)F)C1=NOC(=N1)C1=CC(=C(C=C1)OC(C)C)Cl)Cl)=O